4-(4-(4-chlorophenyl)-piperazin-1-yl)-phthalazin-1(2H)-one ClC1=CC=C(C=C1)N1CCN(CC1)C1=NNC(C2=CC=CC=C12)=O